(±)-2-(4-(3-(2,6-dioxopiperidin-3-yl)-1-methyl-1H-indazol-6-yl)piperidin-1-yl)acetic acid Hydrochloride Cl.O=C1NC(CC[C@@H]1C1=NN(C2=CC(=CC=C12)C1CCN(CC1)CC(=O)O)C)=O |r|